NC1=NC(=C2N=CN(C2=N1)[C@H]1C=C[C@H](C1)COP(=O)(OC1=CC=CC=C1)N[C@@H](CC(C)C)C(=O)OC(C)C)OC isopropyl ((((1S,4R)-4-(2-amino-6-methoxy-9H-purin-9-yl)cyclopent-2-en-1-yl)methoxy)(phenoxy)phosphoryl)-L-leucinate